N-acetyl-2-chloro-N-(1-cyanocyclopropyl)-5-[1-[4-(difluoromethoxy)-2-methyl-5-[1,2,2,2-tetrafluoro-1-(trifluoromethyl)ethyl]pyrazol-3-yl]pyrazol-4-yl]benzamide C(C)(=O)N(C(C1=C(C=CC(=C1)C=1C=NN(C1)C=1N(N=C(C1OC(F)F)C(C(F)(F)F)(C(F)(F)F)F)C)Cl)=O)C1(CC1)C#N